ClC1=C(C=C(CN2N=C(N=N2)C2=CC=CC(=N2)[C@@](CS(=O)(=O)N)(C)O)C=C1)C(F)(F)F (R)-2-(6-(2-(4-chloro-3-(trifluoromethyl)benzyl)-2H-tetrazol-5-yl)pyridin-2-yl)-2-hydroxypropane-1-sulfonamide